tert-butyl 4-(3-fluoro-2-methoxy-4-nitrophenyl)piperazine-1-carboxylate FC=1C(=C(C=CC1[N+](=O)[O-])N1CCN(CC1)C(=O)OC(C)(C)C)OC